N1(C=NC=C1)C1=CC(=CC(=C1)N1C=NC=C1)N1C=NC=C1 1,3,5-tri(1H-imidazole-1-yl)benzene